2-[1-[(2,4-dichlorophenyl)methyl]-5-oxopyrrolidin-2-yl]-N-ethyl-N-propylacetamid ClC1=C(C=CC(=C1)Cl)CN1C(CCC1=O)CC(=O)N(CCC)CC